C(C1=CC=CC=C1)(C1=CC=CC=C1)N[C@H](C(=O)O)CCC(C)(C)C (S)-2-(benzhydrylamino)-5,5-dimethylhexanoic acid